6-bromo-7-nitro-3,4-dihydroquinoline-1(2H)-carboxylic acid tert-butyl ester C(C)(C)(C)OC(=O)N1CCCC2=CC(=C(C=C12)[N+](=O)[O-])Br